(isobutyl-d5)phenylbipyridine C(C(C([2H])C1=C(C(=NC=C1)C1=NC=CC=C1)C1=CC=CC=C1)(C)[2H])([2H])([2H])[2H]